BrC1=CC(=CC(=C1)[N+](=O)[O-])Br 2,6-dibromo-4-nitrobenzene